BrC=1C(=CC2=C(N(C(C(CS2)(CCC)C)=O)C2=CC=CC=C2)C1)OC 7-bromo-8-methoxy-3-methyl-5-phenyl-3-propyl-2,3-dihydro-1,5-benzothiazepin-4(5H)-one